ClC1=C(C=CC=C1)C(C1=CC=CC(=C1)[N+](=O)[O-])=O 2'-chloro-5-nitrobenzophenone